IC1=CC(=C(C=C1)C(F)(F)F)C 4-iodo-2-methyl-1-(trifluoromethyl)benzene